FC1(CN(C1)CC=1C(=CC(=NC1)C=C)C1=NC=2C=CC3=C(C2C=C1)C1=C(S3)C(N[C@@H](CN1)C)=O)F (R)-3-(5-((3,3-difluoroazetidin-1-yl)methyl)-2-vinylpyridin-4-yl)-10-methyl-9,10,11,12-tetrahydro-8H-[1,4]diazepino[5',6':4,5]thieno[3,2-f]quinolin-8-one